BrC1=C2C(=C(C(=C(C2=C(C2=C(C(=C(C(=C12)[2H])[2H])[2H])[2H])C1=CC=CC2=C1C1=C(O2)C=2C=CC=CC2C=C1)[2H])[2H])[2H])[2H] 7-(10-bromoanthracen-9-yl-1,2,3,4,5,6,7,8-d8)naphtho[1,2-b]benzofuran